C(C)N1C(=NC(=C1)C(F)(F)F)N1C=2N(C=C(C1=O)C)N=C(N2)CC2=CC=CC=C2 1-ethyl-4-(trifluoromethyl)-1H-imidazol-2-yl-(benzyl)-6-methyl-[1,2,4]triazolo[1,5-a]pyrimidin-5(4H)-one